C(C)(C)(C)OC(=O)N1C[C@H](CC1)NC1=NC=2N(C(=C1)N(CC1=CC=C(C=C1)C1=NC=CC=N1)C(=O)OC(C)(C)C)N=CC2C2CC2 (S)-3-((7-((tert-Butoxycarbonyl)(4-(pyrimidin-2-yl)benzyl)amino)-3-cyclopropylpyrazolo[1,5-a]pyrimidin-5-yl)amino)pyrrolidine-1-carboxylic acid tert-butyl ester